N=1N=CCC(C1)=O Pyridazin-5-one